C(C)N(C1=CC=C(C=C1)N)CC N,N-diethyl-para-phenylenediamine